(1s,4s)-4-(2-(2-oxaspiro[3.3]heptan-6-ylamino)-8-(2-chloro-4,6-difluorophenylamino)-9H-purin-9-yl)cyclohexanecarboxamide C1OCC12CC(C2)NC2=NC=C1N=C(N(C1=N2)C2CCC(CC2)C(=O)N)NC2=C(C=C(C=C2F)F)Cl